COC(CNC([C@@H](NC(CCCCCCCCC=C)=O)CCOC1=CC=CC=C1)=O)=O O-phenyl-N-(undec-10-enoyl)-L-homoseryl-glycine methyl ester